(5-((5-(2-amino-6-((4-(tert-butoxycarbonyl)piperazin-1-yl)methyl)-1H-benzo[d]imidazol-1-yl)-4-methylpentyl)oxy)-1-methyl-1H-pyrazol-4-yl)-6-methylisonicotinic acid NC1=NC2=C(N1CC(CCCOC1=C(C=NN1C)C1=C(C(=O)O)C=C(N=C1)C)C)C=C(C=C2)CN2CCN(CC2)C(=O)OC(C)(C)C